N-ethyl-2-(4-fluoro-5-methyl-1,6-dihydro-2H-furo[3,2-e]indol-8-yl)ethan-1-amine C(C)NCCC1=CNC2=C(C(=C3C(=C12)CCO3)F)C